ClC1=NC(=NC(=C1C)C1=C(C=CC=C1)C(C)C)NS(=O)(=O)C=1C=C(C(=O)O)C=CC1 3-[[4-Chloro-6-(2-isopropylphenyl)-5-methyl-pyrimidin-2-yl]sulfamoyl]benzoic acid